4-formyl-2-phenyl-1,3-dioxolan C(=O)C1OC(OC1)C1=CC=CC=C1